cyclohexylchlorosilyl-titanium dichloride [Cl-].[Cl-].C1(CCCCC1)[Ti+2][SiH2]Cl